4-[1-[2-[5-difluoromethyl-3-trifluoromethylpyrazol-1-yl]acetyl]-4-piperidinyl]-N-tetrahydronaphthalen-1-ylpyridine-2-carboxamide FC(C1=CC(=NN1CC(=O)N1CCC(CC1)C1=CC(=NC=C1)C(=O)NC1CCCC2=CC=CC=C12)C(F)(F)F)F